FC1(CC(C1)C=1C(=CC=2N(N1)C(=CN2)C2=CN=CC(=N2)N[C@H]2CNC[C@@H]2F)OC)F 6-(6-(3,3-difluorocyclobutyl)-7-methoxyimidazo[1,2-b]pyridazin-3-yl)-N-((3S,4S)-4-fluoropyrrolidin-3-yl)pyrazin-2-amine